2-(azetidin-3-yloxy)-6-(4-fluoro-2-methyl-1H-indol-5-yl)-8-(4-fluoropiperidine-1-carbonyl)-1,6-naphthyridin-5(6H)-one N1CC(C1)OC1=NC=2C(=CN(C(C2C=C1)=O)C=1C(=C2C=C(NC2=CC1)C)F)C(=O)N1CCC(CC1)F